NC=1C=NN(C1N)CCCC 4,5-diamino-1-butylpyrazole